C(N)(O[C@H](C(=O)N1CCN(CC1)C1=NC(=NC(=C1)NC=1SC(=CN1)C(NC1=C(C=CC=C1C)Cl)=O)C)CC(=O)N)=O (S)-(4-amino-1-(4-(6-((5-((2-chloro-6-methylphenyl) carbamoyl) thiazol-2-yl) amino)-2-methylpyrimidin-4-yl) piperazin-1-yl)-1,4-dioxobutan-2-yl) carbamate